pyridinium dicyanamide salt [N-](C#N)C#N.[NH+]1=CC=CC=C1